C(C1=CC=CC=C1)N(CCC(C(=O)O)NC(N(CC)CC)=O)CCCCC1=NC=2NCCCC2C=C1 4-[benzyl-[4-(5,6,7,8-tetrahydro-1,8-naphthyridin-2-yl)butyl]amino]-2-(diethylcarbamoylamino)butanoic acid